methyl (3S,4R)-4-(3-methoxyphenyl)tetrahydropyran-5-carboxylate COC=1C=C(C=CC1)[C@@H]1CCOCC1C(=O)OC